ClC1=C(C(=O)NC=2C=C3C(=CNC3=CC2)C=2CCN(CC2)C(C)CC)C=CC=C1 5-(2-chlorobenzoyl)amino-3-(1-(sec-butyl)-1,2,3,6-tetrahydropyridin-4-yl)-1H-indole